NC[C@@]1([C@@H]2CCN(C[C@H]12)C1=CN=C2C(=N1)NN=C2C2=C(C=C(C(=O)N)C=C2)F)C2=C(C=CC=C2)F 4-(6-((1S,6R,7R)-7-(aminomethyl)-7-(2-fluorophenyl)-3-azabicyclo[4.1.0]heptan-3-yl)-1H-pyrazolo[3,4-b]pyrazin-3-yl)-3-fluorobenzamide